1,1,1,3,3,3-hexafluoropropan-2-one sesquihydrate O.FC(C(C(F)(F)F)=O)(F)F.O.O.FC(C(C(F)(F)F)=O)(F)F